C(CCCCCCCCCCC)C(C(=O)O)(CSC(=S)SCCCCCCCCCCCC)C 2-dodecyl-(dodecyl-thiothiocarbonylthio)2-methylpropionic acid